4-acetoxyphenyl-boric acid C(C)(=O)OC1=CC=C(C=C1)OB(O)O